4-(1-(((2-(trimethylsilyl)ethoxy)methyl)-1H-pyrazole-4-yl)phenyl)pyrimidin-4-amine C[Si](CCOCN1N=CC(=C1)C1(CC=CC=C1)C1(NC=NC=C1)N)(C)C